C/C(=C/CCC(=O)O)/CCC=C(C)C.C(C)(=O)OC\C=C(\C)/CCC=C(C)C neryl acetate ((Z)-3,7-dimethylocta-2,6-dien-1-yl acetate)